C(=O)(OC(C)C)[C@@H](O)[C@H](O)C(=O)OC(C)C (+)-diisopropyl d-tartrate